2-amino-3-{4H,5H,6H-pyrrolo[1,2-c][1,2,3]triazol-6-yl}propanenitrile NC(C#N)CC1CCC=2N1N=NC2